C1(=CC=CC=C1)C1=C2C=CNC(C2=CN=C1)=O 5-phenyl-1,2-dihydro-2,7-naphthyridin-1-one